Methyl (S)-3-(4-((1-(4-(benzo[d]thiazol-2-yl)phenoxy)-3-methylbutan-2-yl)amino) benzamido)propanoate S1C(=NC2=C1C=CC=C2)C2=CC=C(OC[C@H](C(C)C)NC1=CC=C(C(=O)NCCC(=O)OC)C=C1)C=C2